N-(5-(2,6-dimethylmorpholino)-4'-((4-(1-hydroxycyclopropyl)-6-(methylsulfonyl)pyridin-2-yl)amino)-[2,3'-bipyridin]-6'-yl)acetamide CC1OC(CN(C1)C=1C=CC(=NC1)C=1C=NC(=CC1NC1=NC(=CC(=C1)C1(CC1)O)S(=O)(=O)C)NC(C)=O)C